S(=O)(=O)([O-])C1=CC=C(C)C=C1.C(C)OC[C@H](COC1=CC=C(C=C1)NC(=O)CC[S+](C)C)O |r| (RS)-(2-(4-(3-ethoxy-2-hydroxypropoxy)phenylcarbamoyl)ethyl)dimethyl-sulfonium tosylate